2-chloro-4-nitrophenylphosphoric acid monopotassium salt [K+].ClC1=C(C=CC(=C1)[N+](=O)[O-])OP([O-])(O)=O